N-[(2S)-3-hydroxy-3-methylbutan-2-yl]-3-oxo-2-(1,2-thiazol-4-yl)-6-[6-(trifluoromethyl)pyridin-3-yl]-2,3-dihydropyridazine-4-carboxamide OC([C@H](C)NC(=O)C=1C(N(N=C(C1)C=1C=NC(=CC1)C(F)(F)F)C=1C=NSC1)=O)(C)C